(S)-N-allyl-N-(1-(2-bromo-5-chlorophenyl)pent-4-enyl)-2-methylpropane-2-sulfinamide C(C=C)N([S@@](=O)C(C)(C)C)C(CCC=C)C1=C(C=CC(=C1)Cl)Br